9-Nonadecenoic acid C(CCCCCCCC=CCCCCCCCCC)(=O)O